4-(6-(6-((5-ethynylpyridin-3-yl)methyl)-3,6-diazabicyclo[3.1.1]heptan-3-yl)pyridin-3-yl)-6-(1-methyl-1H-pyrazol-4-yl)pyrazolo[1,5-a]pyridine-3-carbonitrile C(#C)C=1C=C(C=NC1)CN1C2CN(CC1C2)C2=CC=C(C=N2)C=2C=1N(C=C(C2)C=2C=NN(C2)C)N=CC1C#N